CC=1N(C(CC1)C)[Si](C)(C)C 2,5-dimethylpyrrolinyltrimethylsilane